S(=O)(=O)(O)C(C(=O)OCCS(=O)(=O)O)CC(=O)[O-] sulfoethyl 2-sulfosuccinate